(+)-3-(3-sec-butyl-1-cyclopenten-1-yl)-2-methylpropanal C(C)(CC)C1C=C(CC1)CC(C=O)C